C(C)(C)C1=NN(C2=CN=NC(=C21)OC)C 3-isopropyl-4-methoxy-1-methyl-1H-pyrazolo[3,4-d]pyridazine